4-(4-((1-isopropylpiperidin-4-yl)amino)-6-methoxy-7-(3-(pyrrolidin-1-yl)propoxy)quinazolin-2-yl)thiomorpholine 1,1-dioxide C(C)(C)N1CCC(CC1)NC1=NC(=NC2=CC(=C(C=C12)OC)OCCCN1CCCC1)N1CCS(CC1)(=O)=O